NC1=CC(=NN1CC(=O)N1C[C@@]2(CC1)C1=C(NC(O2)=O)C=CC(=C1F)Cl)C1=C(C=CC=C1F)F (R)-1'-(2-(5-Amino-3-(2,6-difluorophenyl)-1H-pyrazol-1-yl)acetyl)-6-chloro-5-fluorospiro[benzo[d][1,3]oxazine-4,3'-pyrrolidin]-2(1H)-one